4-(chlorophenyl)-N-(2-(4-methylpiperazin-1-yl)ethyl)-5-(2-nitrophenyl)Oxazole-4-carboxylic acid amide ClC1=C(C=CC=C1)C1(N=COC1C1=C(C=CC=C1)[N+](=O)[O-])C(=O)NCCN1CCN(CC1)C